COC(C1=CC(=C(C=C1)N)NC(COC)C1CC1)=O 4-amino-3-((1-cyclopropyl-2-methoxyethyl)amino)benzoic acid methyl ester